CN1C(N(C2=C1C(=CC=C2)N2CCC(CC2)CCN2CCNCC2)C2C(NC(CC2)=O)=O)=O 3-[3-Methyl-2-oxo-4-[4-(2-piperazin-1-ylethyl)-1-piperidyl]benzimidazol-1-yl]piperidine-2,6-dione